3-(azidomethyl)-6-chloro-1H-indole N(=[N+]=[N-])CC1=CNC2=CC(=CC=C12)Cl